[Sc].[Al].[Fe] iron-aluminum scandium